3-(5-nitro-3-(trifluoromethyl)pyridin-2-yl)pyridazine [N+](=O)([O-])C=1C=C(C(=NC1)C=1N=NC=CC1)C(F)(F)F